ClC1=C(C=C(C=C1)F)N=C(N)C1=C(C=2N(N=C1)C=C(C2)C2=CC1=C(OCO1)C=C2C)N[C@@H]2CC[C@H](CC2)NC(OC(C)(C)C)=O tert-butyl N-[trans-4-[[3-[N'-(2-chloro-5-fluoro-phenyl)carbamimidoyl]-6-(6-methyl-1,3-benzodioxol-5-yl)pyrrolo[1,2-b]pyridazin-4-yl]amino]cyclohexyl]carbamate